N1=CC(=CC=C1)CNCC(=O)O 2-(3-pyridylmethylamino)-acetic acid